2-(6-(2,5-dioxo-2,5-dihydro-1H-pyrrol-1-yl)hexanamido)acetic acid O=C1N(C(C=C1)=O)CCCCCC(=O)NCC(=O)O